CS(=O)(=O)C1=CC(=C(C=C1)N(C(OC(C)(C)C)=O)CC#C)C(F)(F)F tert-butyl (4-(methylsulfonyl)-2-(trifluoromethyl)phenyl)(prop-2-yn-1-yl)carbamate